IC1=CC(=C(C(=O)NC2=NC(=CC=C2)OCCC(F)(F)F)C=C1)N1CCC2(CC2)CC1 4-iodo-2-(6-azaspiro[2.5]octan-6-yl)-N-(6-(3,3,3-trifluoropropoxy)pyridin-2-yl)benzamide